[3-(1-methylpyrazol-3-yl)phenyl]carbamate CN1N=C(C=C1)C=1C=C(C=CC1)NC([O-])=O